3-bromo-N-(2-(methylsulfonamido)phenyl)benzamide BrC=1C=C(C(=O)NC2=C(C=CC=C2)NS(=O)(=O)C)C=CC1